N-(2-chloro-4-methylbenzyl)-1-(((3S)-1-((3-cyano-1-azetidinyl)sulfonyl)-3-piperidinyl)carbonyl)-D-prolinamide ClC1=C(CNC([C@@H]2N(CCC2)C(=O)[C@@H]2CN(CCC2)S(=O)(=O)N2CC(C2)C#N)=O)C=CC(=C1)C